C(C)(C)C1=NC=C(C=N1)C(=O)NC=1C(=NC=CC1C1=CC=CC=C1)C1NCCC1 2-isopropyl-N-(4-phenyl-2-(pyrrolidin-2-yl)pyridin-3-yl)pyrimidine-5-carboxamide